ON(C1=C(C(=CC=C1)CC)C)O N,N-dihydroxyethyl-o-methylaniline